C(#N)C=1C=C(C=CC1)C1CN(C1)C1=NOC(=N1)C1CN(CC1)C#N 3-(3-(3-(3-cyanophenyl)azetidin-1-yl)-1,2,4-oxadiazol-5-yl)pyrrolidine-1-carbonitrile